((S)-1-hydroxyethyl)pyridin O[C@@H](C)C1=NC=CC=C1